C(C)(C)C1=NC=CC(=C1N)C([2H])([2H])[2H] 2-isopropyl-4-(methyl-d3)pyridine-3-amine